Cl.CN(CCN1C(C=CC=C1)=O)C 1-(2-(dimethylamino)ethyl)pyridin-2(1H)-one hydrochloride